tert-butyl (3S,4R)-4-hydroxy-3-methylazepane-1-carboxylate O[C@H]1[C@H](CN(CCC1)C(=O)OC(C)(C)C)C